FC(CN1C(=NC2=C1C=C(C=C2F)C2=CNC=1N=C(N=C(C12)OC)NC1CCC(CC1)NC(C)=O)C)F N-((1s,4s)-4-((5-(1-(2,2-difluoroethyl)-4-fluoro-2-methyl-1H-benzo[d]imidazol-6-yl)-4-methoxy-7H-pyrrolo[2,3-d]pyrimidin-2-yl)amino)cyclohexyl)acetamide